N-TETRADECYLCYCLOPENTANE CCCCCCCCCCCCCCC1CCCC1